O=C1N(CC=2C=C3C(=CC12)CCC1(O3)CNC1)C1C(NC(CC1)=O)=O 3-(6'-Oxo-3',4',6',8'-tetrahydro-7'H-spiro[azetidine-3,2'-pyrano[2,3-f]isoindol]-7'-yl)piperidine-2,6-dione